tert-Butyl 5-methoxy-4-(((2R)-2-(4-(methoxycarbonyl)phenyl)-4-(4,4,4-trifluorobutan-2-yl)piperazin-1-yl)methyl)-7-methyl-1H-indole-1-carboxylate COC=1C(=C2C=CN(C2=C(C1)C)C(=O)OC(C)(C)C)CN1[C@@H](CN(CC1)C(C)CC(F)(F)F)C1=CC=C(C=C1)C(=O)OC